1-methyl-1H-benzotriazole CN1N=NC2=C1C=CC=C2